tert-Butyl (2S,3R)-1-(2'-chloro-2-fluorobiphenyl-3-ylamino)-3-hydroxy-1-oxobutan-2-ylcarbamate ClC1=C(C=CC=C1)C1=C(C(=CC=C1)NC([C@H]([C@@H](C)O)NC(OC(C)(C)C)=O)=O)F